C(C)(C)(C)OC(=O)N1C[C@@H]([C@@H](CC1)OCC1CC(C1)C1=CC=CC=2N(C(N(C21)C)=O)C2C(NC(CC2)=O)=O)F (3s,4r)-4-[[3-[1-(2,6-dioxo-3-piperidinyl)-3-methyl-2-oxo-benzoimidazol-4-yl]cyclobutyl]methoxy]-3-fluoro-piperidine-1-carboxylic acid tert-butyl ester